tert-butyl 6-[5-[4-[(3S)-1-(3-fluoropropyl) pyrrolidin-3-yl]oxyphenyl]-2-hydroxy-8,9-dihydro-7H-benzo[7]annulen-6-yl]-2,3-dihydro-1,4-benzoxazine-4-carboxylate FCCCN1C[C@H](CC1)OC1=CC=C(C=C1)C1=C(CCCC2=C1C=CC(=C2)O)C=2C=CC1=C(N(CCO1)C(=O)OC(C)(C)C)C2